3-(3-((tert-butyldimethylsilyl)oxy)cyclobutyl)-4-fluoro-2-methylpyridine [Si](C)(C)(C(C)(C)C)OC1CC(C1)C=1C(=NC=CC1F)C